ClC1=C(C=C2C(=C(N(C2=C1F)C)C1=NNC(=N1)C(C)N(C)CCOC)N1C=NC=C1)OC 1-(3-(6-chloro-7-fluoro-3-(1H-imidazol-1-yl)-5-methoxy-1-methyl-1H-indol-2-yl)-1H-1,2,4-triazol-5-yl)-N-(2-methoxyethyl)-N-methylethan-1-amine